(R)-2-(3-chloro-5-(3-methylmorpholino)isothiazolo[4,5-b]pyridin-7-yl)-2-methylpropanenitrile ClC1=NSC=2C1=NC(=CC2C(C#N)(C)C)N2[C@@H](COCC2)C